6-(1H-indol-5-yl)-N-(4-morpholinophenyl)-[1,2,4]triazolo[4,3-a]pyrazin-8-amine N1C=CC2=CC(=CC=C12)C=1N=C(C=2N(C1)C=NN2)NC2=CC=C(C=C2)N2CCOCC2